Butyl-methylether C(CCC)OC